2-fluoro-4-(4-methoxybenzyl)-3,4-dihydronaphthalen-1(2H)-one FC1C(C2=CC=CC=C2C(C1)CC1=CC=C(C=C1)OC)=O